C(C)(C)(C)NC(CN(C)C=1C2=C(N=C(N1)C1=NC=CC(=C1)OC)CCC2)=O N-tert-butyl-2-[[2-(4-methoxypyridin-2-yl)-5H,6H,7H-cyclopenta[d]pyrimidin-4-yl](methyl)amino]acetamide